ClCC=1C=C(C=CC1)[C@H](C)NC(OC(C)(C)C)=O (S)-tert-butyl 1-(3-(chloromethyl)phenyl)ethylcarbamate